2-(2-((2-fluorophenyl)amino)-2-oxoacetyl)octahydrocyclopenta[c]pyrrole-1-carboxamide FC1=C(C=CC=C1)NC(C(=O)N1C(C2C(C1)CCC2)C(=O)N)=O